C(C)(=O)N1CC(C2(CCN(CC2)C2=NC=C(C=3N2C=CN3)SC=3C(=C(C=CC3)NC(=O)C3=C(N=C2N(C3=O)CCCC2)O)Cl)CC1)N N-(3-((5-(9-acetyl-7-amino-3,9-diazaspiro[5.5]undec-3-yl)imidazo[1,2-c]pyrimidin-8-yl)thio)-2-chlorophenyl)-2-hydroxy-4-oxo-6,7,8,9-tetrahydro-4H-pyrido[1,2-a]pyrimidine-3-carboxamide